4-bromo-2-fluoro-6-nitroaniline BrC1=CC(=C(N)C(=C1)[N+](=O)[O-])F